1,4,8,11-tetra(aminocarbonylmethyl)-1,4,8,11-tetraazacyclotetradecane NC(=O)CN1CCN(CCCN(CCN(CCC1)CC(=O)N)CC(=O)N)CC(=O)N